{[5'-(p-hydroxyphenyl)-2,2'-bithienyl-5-yl]-methylidene}-propanedinitrile OC1=CC=C(C=C1)C1=CC=C(S1)C=1SC(=CC1)C=C(C#N)C#N